2-(4-fluorobenzylidene)-5-chloro-2,3-dihydro-1H-indene FC1=CC=C(C=C2CC3=CC=C(C=C3C2)Cl)C=C1